NC1=CC=CC(=N1)S(=O)(=O)NC(C1=C(N=C(C=C1)C1=CC(=CC(=C1)OCC(C)C)F)N1C(CCC(C1)C)C)=O N-((6-Aminopyridin-2-yl)sulfonyl)-2-(2,5-dimethylpiperidin-1-yl)-6-(3-fluoro-5-isobutoxyphenyl)nicotinamid